13-bromo-2,5,8,11-tetraoxatridecane BrCCOCCOCCOCCOC